O1N=NC(=C1)C(=O)N 4-oxadiazoleamide